3-fluoro-6,7-dihydro-4H-benzothiophen-5-one FC1=CSC2=C1CC(CC2)=O